carboxymethoxy-benzophenone C(=O)(O)COC1=C(C(=O)C2=CC=CC=C2)C=CC=C1